C(CC)N1CC(CCC1)OC(C(C1=CC=CC=C1)(C1=CC=CC=C1)O)=O 2-hydroxy-2,2-diphenylacetic acid-1-propylpiperidin-3-yl ester